[B].[Li].FC1=C2OC=3C=C(C=CC3C3(C2=CC=C1)OCCC3)N3CCCC3 1-(5'-fluorospiro[tetrahydrofuran-2,9'-xanthen]-3'-yl)pyrrolidine Lithium-boron